N[C@@H](CC1=CNC=N1)C(=O)NCC(=O)O L-histidineyL-glycine